lauryl-sodium sarcosinate N(C)CC(=O)O.C(CCCCCCCCCCC)[Na]